ClC1=CC2=C(C=N1)C(=NN2C2OCCCC2)N2CC(CC2)(C#N)F 1-(6-Chloro-1-(tetrahydro-2H-pyran-2-yl)-1H-pyrazolo[4,3-c]pyridin-3-yl)-3-fluoropyrrolidine-3-carbonitrile